FC1=C(C(=CC(=C1)OC)F)[C@H]1[C@@H](C(NC1)=O)NC1=NN=C(O1)C1=CC=C(OC2=CC=CC(=N2)C#N)C=C1 6-[4-(5-{[(3S,4R)-4-(2,6-Difluoro-4-methoxyphenyl)-2-oxopyrrolidin-3-yl]amino}-1,3,4-oxadiazol-2-yl)phenoxy]pyridin-2-carbonitril